Z,E-9,12-TETRADECADIEN-1-YL ACETATE C(C)(=O)OCCCCCCCC\C=C/C\C=C\C